dicaprylyl peroxide C(CCCCCCC)(=O)OOC(CCCCCCC)=O